NC=1C(=NC=CC1)N1N=CC(=C1)C(=O)NC1=CC(=CC(=C1)S(=O)(=O)C)Br (3-aminopyridin-2-yl)-N-(3-bromo-5-(methylsulfonyl)phenyl)-1H-pyrazole-4-carboxamide